FC1=C(C=C(C(=C1)F)C1=NC=NC2=CC(=CC=C12)N1CCOCC1)C(O)C=1N=NC=C2C1SC=C2 [2,4-Difluoro-5-(7-morpholin-4-yl-quinazolin-4-yl)-phenyl]thieno[2,3-d]-pyridazin-7-yl-methanol